(R)-2-amino-3-(7-(2-ethylphenyl)thieno[3,2-b]pyridine-2-carboxamido)propionic acid methyl ester COC([C@@H](CNC(=O)C1=CC2=NC=CC(=C2S1)C1=C(C=CC=C1)CC)N)=O